C1(C(CC2C(C1)O2)C(=O)OCC)C(=O)OCC diethyl 4,5-epoxycyclohexane-1,2-dicarboxylate